tert-butyl (2-((4-(9-cyano-5-ethyl-6-oxo-2-(trifluoromethyl)-5,6-dihydro-7H-benzo[d]pyrido[3,2-f][1,3]diazepin-7-yl)-3,5-difluorophenyl)amino)ethyl)(methyl)carbamate C(#N)C=1C=CC2=C(N(C(N(C3=C2C=C(C=N3)C(F)(F)F)CC)=O)C3=C(C=C(C=C3F)NCCN(C(OC(C)(C)C)=O)C)F)C1